NC1=CC(=C(OC2=CC=C(C=C2)CCC2CCN(CC2)C(=O)OC(C)(C)C)C=C1)Br tert-butyl 4-[2-[4-(4-amino-2-bromo-phenoxy)phenyl]ethyl]piperidine-1-carboxylate